ClC1=CC=C(C=C1)C1(NC2=CC=CC=C2N=C1NCC=1OC=CC1)N 2-(4-chlorophenyl)-N3-(furan-2-ylmethyl)quinoxaline-2,3-diamine